C(CCCCC(=O)OCC(COC(CCCCC(=O)OCC\C=C/CCCCC)=O)(CO)COC(=O)C12CC(C1)C2)(=O)OCC\C=C/CCCCC O6-[2-(bicyclo[1.1.1]pentane-1-carbonyloxymethyl)-2-(hydroxymethyl)-3-[6-[(Z)-non-3-enoxy]-6-oxo-hexanoyl]oxy-propyl] O1-[(Z)-non-3-enyl] hexanedioate